CC=1C(=NC(=NC1NC)SC1=CC=C(C=C1)NC(=O)C1CC1)NC1=NNC(=C1)C N-(4-((5-methyl-4-((5-methyl-1H-pyrazol-3-yl)amino)-6-(methylamino)pyrimidin-2-yl)thio)phenyl)cyclopropanecarboxamide